3-(dimethylamino)-1-(4-methoxy-2-(phenyl)pyrimidin-5-yl)-2-methyl-propen-1-one CN(C=C(C(=O)C=1C(=NC(=NC1)C1=CC=CC=C1)OC)C)C